1-(3-pyridyl)-2-(2-amino-3-pyridyl)ethylene N1=CC(=CC=C1)C=CC=1C(=NC=CC1)N